6,7-dichloro-3-(3-methoxypropyl)-N-methyl-1,3,4,9-tetrahydro-[1,2,6]thiadiazino[4,3-g]indole-8-carboxamide 2,2-dioxide ClC=1C=2C(=C(NC2C2=C(C1)CN(S(N2)(=O)=O)CCCOC)C(=O)NC)Cl